FC1=C(CN2C(N(N=C2)C2=CC(=C(C=C2)OC2=C(N=C(S2)C)C(C)(C)O)F)=O)C(=CC=C1)F 4-(2,6-Difluorobenzyl)-2-(3-fluoro-4-((4-(2-hydroxypropan-2-yl)-2-methylthiazol-5-yl)oxy)phenyl)-2,4-dihydro-3H-1,2,4-triazol-3-one